Cl.FC(C(=O)NC)(F)F 2,2,2-Trifluoro-N-Methylacetamide monohydrochloride